1-((2R,4S,5R)-4-((tert-butyldimethylsilyl)oxy)-5-(1-hydroxyethyl)tetrahydrofuran-2-yl)-5-fluoropyrimidine-2,4(1H,3H)-dione [Si](C)(C)(C(C)(C)C)O[C@H]1C[C@@H](O[C@@H]1C(C)O)N1C(NC(C(=C1)F)=O)=O